COC=1C=C2C3=NN=C(N3CC3=C(N=CN3C2=CC1)C=O)COC 15-methoxy-9-(methoxymethyl)-2,4,8,10,11-pentaazatetracyclo-[11.4.0.02,6.08,12]heptadeca-1(17),3,5,9,11,13,15-heptaene-5-carbaldehyde